COC1=C(C=C2C(=C1)C=CC(=O)O2)OC(CO)C(C3=CC(=C(C=C3)O)OC)O The molecule is a guaiacyl lignin that is scopoletin in which the phenolic hydrogen is replaced by a guaiacylglycerol group. It is found in Arabidopsis thaliana. It has a role as a plant metabolite. It is a guaiacyl lignin, a member of coumarins, a primary alcohol and a secondary alcohol. It derives from a scopoletin and a guaiacylglycerol.